2-(1-(4-(4-methoxybenzyl)-3-oxo-3,4-dihydro-2H-pyrido[3,2-b][1,4]oxazin-6-yl)-5-oxopyrrolidin-3-yl)acetic acid ethyl ester C(C)OC(CC1CN(C(C1)=O)C=1C=CC=2OCC(N(C2N1)CC1=CC=C(C=C1)OC)=O)=O